3-(N-(5-cyano-2-(pyrrol-1-yl)phenyl)sulfamoyl)-4-cyclopropylbenzoic Acid C(#N)C=1C=CC(=C(C1)NS(=O)(=O)C=1C=C(C(=O)O)C=CC1C1CC1)N1C=CC=C1